eicosyl n-propanoate C(CC)(=O)OCCCCCCCCCCCCCCCCCCCC